5-(6-((methyl-d3)amino)-2-(5-phenylpyridin-3-yl)-9H-purin-9-yl)tetrahydrofuran-2-carboxamide C([2H])([2H])([2H])NC1=C2N=CN(C2=NC(=N1)C=1C=NC=C(C1)C1=CC=CC=C1)C1CCC(O1)C(=O)N